NC1=NC(N(C=C1)[C@@H]1O[C@@]([C@H](C1)O)(CO)C#C)=O 4-amino-1-((2R,4S,5R)-5-ethynyl-4-hydroxy-5-(hydroxymethyl)tetrahydro-furan-2-yl)pyrimidin-2(1H)-one